1-(1-ethoxy-3-fluoro-3-methylbutyl)-4-methoxybenzene C(C)OC(CC(C)(C)F)C1=CC=C(C=C1)OC